(R)-(2,6-dimethylhept-5-en-1-yl)carbamic acid tert-amyl ester C(C)(C)(CC)OC(NC[C@@H](CCC=C(C)C)C)=O